BrC=1C=NN2C1N=C(C=C2)C=2C(=C(C(=CC2C(C)C)C(C)C)S(=O)(=O)O)C(C)C 3-bromopyrazolo[1,5-a]pyrimidin-5-yl-2,4,6-triisopropylbenzenesulfonic acid